ClC=1C(=C(C=CC1)C=1N=C(C=2C=CC(=C(C2C1)N)F)N)F (3-chloro-2-fluorophenyl)-6-fluoroisoquinoline-1,5-diamine